BrC=1C=C(C=CC1)C(C)N1C(N(CCC1)C=1SC(=C(N1)C)S(=O)(=O)Cl)=O 2-(3-(1-(3-bromophenyl)ethyl)-2-oxotetrahydropyrimidin-1(2H)-yl)-4-methylthiazole-5-sulfonyl chloride